Methyl 3-(bromomethyl)-4-fluorobenzoate BrCC=1C=C(C(=O)OC)C=CC1F